ClC1=C(C=CC(=C1)Cl)C1=CC(=C(C=C1)C(=O)OCC)NC(=O)C1=CC=CC(=C1)O 4-{[2',4'-dichloro-4-(ethoxycarbonyl)-[1,1'-biphenyl]-3-yl]carbamoyl}-6-hydroxybenzene